(3R)-1-(2-(((R)-1-((dimethylamino)methyl)-2,2-difluorocyclopropyl)methoxy)-6,8-difluoro-7-(3-hydroxynaphthalen-1-yl)quinazolin-4-yl)-3-methylpiperidin-3-ol CN(C)C[C@@]1(C(C1)(F)F)COC1=NC2=C(C(=C(C=C2C(=N1)N1C[C@@](CCC1)(O)C)F)C1=CC(=CC2=CC=CC=C12)O)F